N-(4-(chlorodifluoromethoxy)phenyl)-2'-oxo-4'-(1H-pyrazol-5-yl)spiro[cyclohexane-1,3'-indoline]-6'-carboxamide 2-Oxabicyclo[2.2.2]octan-4-ylmethyl-4-methylbenzenesulfonate C12OCC(CC1)(CC2)COS(=O)(=O)C2=CC=C(C=C2)C.ClC(OC2=CC=C(C=C2)NC(=O)C2=CC(=C1C3(C(NC1=C2)=O)CCCCC3)C3=CC=NN3)(F)F